COC1=C(C=CC(=C1)CCC)O (E)-2-methoxy-4-(propan-1-yl)phenol